3-(4-(aminomethyl)phenyl)-6-((1-(2-fluoro-4-(2-methylthiazol-4-yl)benzyl)-4-hydroxypiperidin-4-yl)methyl)-2-methyl-2,6-dihydro-7H-pyrazolo[4,3-d]pyrimidin-7-one dihydrochloride Cl.Cl.NCC1=CC=C(C=C1)C=1N(N=C2C1N=CN(C2=O)CC2(CCN(CC2)CC2=C(C=C(C=C2)C=2N=C(SC2)C)F)O)C